methyl 3-[2-chloro-5-(4-methyl-7-{[2-(trimethylsilyl)ethoxy]methyl}-7H-pyrrolo[2,3-d]pyrimidin-6-yl)pyridin-4-yl]propanoate ClC1=NC=C(C(=C1)CCC(=O)OC)C1=CC2=C(N=CN=C2C)N1COCC[Si](C)(C)C